6-((3-methyl-1-oxo-5-phenoxyisoindolin-2-yl)methyl)benzo[d]oxazol-2(3H)-one CC1N(C(C2=CC=C(C=C12)OC1=CC=CC=C1)=O)CC1=CC2=C(NC(O2)=O)C=C1